FC(C(=O)O)(F)F.FC1=C(CNC=2C=CC(=NC2C)S(=O)(=O)NC2=NC(=CC=C2)F)C(=CC=C1)CN1CCCC1 5-((2-fluoro-6-(pyrrolidin-1-ylmethyl)benzyl)amino)-N-(6-fluoropyridin-2-yl)-6-methylpyridine-2-sulfonamide trifluoroacetic acid salt